C(C)(=O)NC1=C(C=C(C=C1)C1=C(C(=CC=C1)C1=CC(=NC(=C1)NCCO)N1CCN(CC1)C(=O)OC(C)(C)C)OC)F tert-butyl 4-(4-(4'-acetamido-3'-fluoro-2-methoxy-[1,1'-biphenyl]-3-yl)-6-((2-hydroxyethyl)amino)pyridin-2-yl)piperazine-1-carboxylate